5-bromo-7-methylisoquinolin-1(2H)-one BrC1=C2C=CNC(C2=CC(=C1)C)=O